NC1=NC(=CC(=N1)N1CCC2(C[C@H](NC2)C(=O)OCC)CC1)O[C@@H](C(F)(F)F)C=1C=C(C=CC1N1N=C(C=C1)C)C1=CC=CC=C1 (S)-ethyl 8-(2-amino-6-((R)-2,2,2-trifluoro-1-(4-(3-methyl-1H-pyrazol-1-yl)-[1,1'-biphenyl]-3-yl)ethoxy)pyrimidin-4-yl)-2,8-diazaspiro[4.5]decane-3-carboxylate